O[C@H](CNCC1=C(C2=CC=CC=C2C=C1)O)CC (S)-2-(((2-hydroxybutyl)amino)methyl)naphthalen-1-ol